N-(3-(methylsulfonamido)phenyl)-4-(2H-tetrazol-5-yl)benzamide CS(=O)(=O)NC=1C=C(C=CC1)NC(C1=CC=C(C=C1)C=1N=NNN1)=O